1-(1-(2-chlorophenyl)ethyl)-N-((R,E)-4-(methylsulfonyl)but-3-en-2-yl)-1H-indazole-5-carboxamide ClC1=C(C=CC=C1)C(C)N1N=CC2=CC(=CC=C12)C(=O)N[C@H](C)\C=C\S(=O)(=O)C